(1S,3S,5S)-5-methyl-2-((5-(pyridin-3-yloxy)picolinoyl)glycyl)-2-azabicyclo[3.1.0]hexane-3-carboxylic acid C[C@@]12C[C@H](N([C@H]2C1)C(CNC(C1=NC=C(C=C1)OC=1C=NC=CC1)=O)=O)C(=O)O